NC1=C(N=C(S1)C)C(=O)OCC ethyl 5-amino-2-methyl-1,3-thiazole-4-carboxylate